N1N=C(N=C1)CN1C(C2=CC=CC=C2C(=C1)C(C)N(C(=O)NC1=CC(=C(C=C1)F)Cl)C)=O 1-(1-(2-((1H-1,2,4-triazol-3-yl)methyl)-1-oxo-1,2-dihydroisoquinolin-4-yl)ethyl)-3-(3-chloro-4-fluorophenyl)-1-methylurea